2-(2-(azidomethyl)pyrrolidin-1-yl)-7,8-dichloro-4-(1H-imidazol-1-yl)quinoline N(=[N+]=[N-])CC1N(CCC1)C1=NC2=C(C(=CC=C2C(=C1)N1C=NC=C1)Cl)Cl